C(#C)C=1C=C(OS(=O)(=O)OC2=CC=C(C=C2)N=S(OC=2C=CC=3[C@H]4CC[C@@]5(C(CCC5[C@@H]4CCC3C2)=O)C)(=O)F)C=CC1 (8R,9S,13S)-13-Methyl-17-oxo-7,8,9,11,12,13,14,15,16,17-decahydro-6H-cyclopenta[a]phenanthren-3-yl (4-(((3-ethynylphenoxy)sulfonyl)oxy)phenyl)sulfurofluoridoimidate